FC=1C=C(C=CC1)C1=CC(=CN1S(=O)(=O)C1=CC=C(C=C1)OC(F)(F)F)CNC([2H])([2H])[2H] N-((5-(3-fluorophenyl)-1-((4-(trifluoromethoxy)phenyl)sulfonyl)-1H-pyrrol-3-yl)methyl)methan-d3-amine